N-(1-(2-bromopyridin-3-yl)-2-phenylethyl)-2-methylpropane-2-sulfinamide BrC1=NC=CC=C1C(CC1=CC=CC=C1)NS(=O)C(C)(C)C